(2R)-2-amino-3-(4-tert-butylphenyl)propionic acid N[C@@H](C(=O)O)CC1=CC=C(C=C1)C(C)(C)C